C(C)(C)(C)OC(=O)C1CC(C1)([N+](=O)[O-])CO 3-(hydroxymethyl)-3-nitro-cyclobutanecarboxylic acid tert-butyl ester